(3R*,4S*)-N-ethyl-4-fluoropyrrolidin-3-amine C(C)N[C@@H]1CNC[C@@H]1F |o1:3,7|